C(C1=CC=CC=C1)C=1C(=C(C(=C(C(=O)[O-])C1)C1=CC=CC=C1)C(C)C)C1=CC=CC=C1 benzyldiphenyl-3-isopropyl-benzoate